OC=1C(NN=C(C1)C(C)C)=O 4-hydroxy-6-isopropylpyridazin-3(2H)-one